N1C(=NC=C1)C=1SC=C(N1)C 2-(1H-imidazol-2-yl)-4-methylthiazol